5-Methyl-N4-[3-(1,1-dimethylethyl)sulfonamidophenyl]-N2-[4-(4-methylpiperazin-1-yl)-3,5-difluorophenyl]pyrimidine-2,4-diamine CC=1C(=NC(=NC1)NC1=CC(=C(C(=C1)F)N1CCN(CC1)C)F)NC1=CC(=CC=C1)NS(=O)(=O)C(C)(C)C